NC=1C2=C(N=CN1)N(C(=C2C2=CC=C(C=C2)C(=O)N2CCCC2)C2=C(C=C(C=C2)NC(C(=C)C)=O)CC)C N-(4-(4-amino-7-methyl-5-(4-(pyrrolidine-1-carbonyl)phenyl)-7H-pyrrolo[2,3-d]pyrimidin-6-yl)-3-ethylphenyl)methacrylamide